4-[[5-[4-(difluoromethoxy)phenyl]-1-methyl-imidazole-2-carbonyl]amino]-2-ethyl-benzoic acid FC(OC1=CC=C(C=C1)C1=CN=C(N1C)C(=O)NC1=CC(=C(C(=O)O)C=C1)CC)F